OC1=CC=C(C=C1)[Si](C1=CC=CC=C1)(C1=CC=CC=C1)C1=CC=C(C=C1)O bis(4-hydroxyphenyl)diphenylsilane